CN(C)CC1=NC(=CC=C1C1(CCOCC1)C#N)NC1=C2C(NCC2=C(C=C1)C1=CN=C2N1C=CC(=C2)F)=O 4-(2-((dimethyl-amino)methyl)-6-((7-(7-fluoro-imidazo[1,2-a]pyridin-3-yl)-3-oxoisoindolin-4-yl)amino)pyridin-3-yl)tetrahydro-2H-pyran-4-carbonitrile